10-(5-chloro-3-fluoro-pyridin-2-yl)-7-(4-Fluorobenzyl)-2-oxa-7,10-diazadispiro-[3.1.56.14]dodecane-8,11-dione ClC=1C=C(C(=NC1)N1CC(N(C2(CC3(COC3)C2)C1=O)CC1=CC=C(C=C1)F)=O)F